2,2,2-trifluoro-1-(2-fluoro-5-iodo-phenyl)ethanone FC(C(=O)C1=C(C=CC(=C1)I)F)(F)F